CC1C(C(=NN1)O)=O 5-methyl-4-oxo-4,5-dihydropyrazolol